C(C)(C)(C)OC(=O)NC=1C=C(C=CC1C)N1CCN(CC1)C(=O)OC(C)(C)C tert-butyl 4-(3-((tert-butoxycarbonyl)amino)-4-methylphenyl)piperazine-1-carboxylate